(4-(benzyloxy)pyridin-2-yl)methanamine C(C1=CC=CC=C1)OC1=CC(=NC=C1)CN